4-(tert-butyl)-[1,1'-biphenyl]-2-amine C(C)(C)(C)C=1C=C(C(=CC1)C1=CC=CC=C1)N